ClC1=NC=NC2=C1N(C=1C=CC(=CC21)I)CC(F)(F)F 4-chloro-8-iodo-5-(2,2,2-trifluoroethyl)-5H-pyrimido[5,4-b]indole